ClC1=CC=C(C=N1)NC1=NC=CC2=CC(=CC=C12)OCC1CC1 N-(6-chloropyridin-3-yl)-6-(cyclopropylmethoxy)isoquinolin-1-amine